3-cyclopropylimidazolidine-2,4-dione C1(CC1)N1C(NCC1=O)=O